C1(=CC=CC=C1)P(C1=CC=CC=C1)CCCCCCCCP(C(C)(C)C)C(C)(C)C (Sp)-2-(diphenylphosphinohexanyl)ethyl-di-tert-butylphosphine